1-(2-bromo-5-(trifluoromethyl)benzyl)-4-methyl-1H-1,2,3-triazole BrC1=C(CN2N=NC(=C2)C)C=C(C=C1)C(F)(F)F